tert-butyl (2R)-3-phenyl-2-(3-phenylpropanamido)propanoate C1(=CC=CC=C1)C[C@H](C(=O)OC(C)(C)C)NC(CCC1=CC=CC=C1)=O